2,5-dichloro-N-(2,4-difluoro-3-(1H-pyrazolo[3,4-b]pyridin-5-ylethynyl)phenyl)benzenesulfonamide ClC1=C(C=C(C=C1)Cl)S(=O)(=O)NC1=C(C(=C(C=C1)F)C#CC=1C=C2C(=NC1)NN=C2)F